C(C)(=O)O[C@H]1[C@@H](O[C@@H]([C@H]([C@@H]1OC(C)=O)OC(C)=O)C(=O)OC)OC1=C(C=C(C=C1)CO)CNC(CCNC(=O)OC(C)(C)C)=O (2S,3R,4S,5S,6S)-2-(2-((3-((tert-butoxycarbonyl)amino)propanamido)methyl)-4-(hydroxymethyl)phenoxy)-6-(methoxycarbonyl)tetrahydro-2H-pyran-3,4,5-triyl triacetate